(8-anti)-8-(2-Cyclopropylmethoxy-4-trifluoromethyl-phenoxy)-3-(6-trifluoromethyl-pyridazin-3-yl)-3-aza-bicyclo[3.2.1]octane C1(CC1)COC1=C(OC2C3CN(CC2CC3)C=3N=NC(=CC3)C(F)(F)F)C=CC(=C1)C(F)(F)F